ClC=1C=C(C=CC1C(F)(F)F)N=S(=O)(CC=1N=C2N(C=C(C=C2)C2=NOC(=N2)C(F)(F)F)C1)C ((3-chloro-4-(trifluoromethyl)phenyl)imino)(methyl)((6-(5-(trifluoromethyl)-1,2,4-oxadiazol-3-yl)imidazo[1,2-a]pyridin-2-yl)methyl)-λ6-sulfanone